N(N)C([C@@H](C)NC(OC(C)(C)C)=O)=O tert-butyl [(2R)-1-hydrazinyl-1-oxopropan-2-yl]carbamate